(5R)-4-(2-amino-5-bromo-3-fluorophenyl)-5-methylmorpholine-3-one NC1=C(C=C(C=C1F)Br)N1C(COC[C@H]1C)=O